2-((2R,4R)-4-amino-1-(6-chloroimidazo[1,2-a]pyridine-2-carbonyl)pyrrolidin-2-yl)-N-((R)-6-guanidino-1-(methylamino)-1-oxohexan-2-yl)thiazole-4-carboxamide N[C@@H]1C[C@@H](N(C1)C(=O)C=1N=C2N(C=C(C=C2)Cl)C1)C=1SC=C(N1)C(=O)N[C@@H](C(=O)NC)CCCCNC(=N)N